2-(2,6-dioxopiperidin-3-yl)-5-(4-((2-(piperidin-4-yl)ethoxy)methyl)piperidine-1-carbonyl)Isoindoline-1,3-dione O=C1NC(CCC1N1C(C2=CC=C(C=C2C1=O)C(=O)N1CCC(CC1)COCCC1CCNCC1)=O)=O